bis(4-aminophenyl) decane-1,10-dicarboxylate C(CCCCCCCCCC(=O)OC1=CC=C(C=C1)N)C(=O)OC1=CC=C(C=C1)N